NC1=C(C=NC(=C1)Cl)C#N 4-amino-6-chloro-pyridine-3-carbonitrile